O=C1NC(CCC1N1C(C2=CC=CC(=C2C1=O)CNC(=O)C=1C=NC=CC1)=O)=O N-{1-(2-(2,6-dioxo(3-piperidyl))-1,3-dioxoisoindolin-4-yl)methyl}-3-pyridylcarboxamide